FC1=C(C(=CC=C1)OC)C1=C(C=NC(=C1)C)C(=O)NC=1SC(=NN1)OCC1C=2N(CCC1)N=CC2 4-(2-fluoro-6-methoxyphenyl)-6-methyl-N-(5-(4H,5H,6H,7H-pyrazolo(1,5-a)pyridin-4-ylmethoxy)-1,3,4-thiadiazol-2-yl)pyridine-3-carboxamide